ClC1=CC=C(C(=N1)C(=O)O)NC(C)C=1C=C(C=C2C(N(C(=NC12)N1CC2C(C2C1)(F)F)C)=O)C 6-chloro-3-[1-[2-(6,6-difluoro-3-azabicyclo[3.1.0]hexan-3-yl)-3,6-dimethyl-4-oxoquinazolin-8-yl]ethylamino]pyridine-2-carboxylic acid